ClC=1C(=CC(=C(C1)NC1=NC=C(C(=N1)NC1=C(C=CC=C1)N(C)C)Cl)OC)N1C(CC2(CC1)CCCCC2)N(C)C N-(5-chloro-4-(2-(dimethylamino)-3-azaspiro[5.5]undec-3-yl)-2-methoxyphenyl)-5-chloro-N4-(2-(dimethylamino)phenyl)pyrimidine-2,4-diamine